2-(1-((S)-1-acetylpyrrolidin-3-yl)-1H-pyrazol-4-yl)-1H-pyrrole C(C)(=O)N1C[C@H](CC1)N1N=CC(=C1)C=1NC=CC1